C(=C)[Se](=O)(=O)C=C Vinyl selenone